FC1=C(C(=CC(=C1)F)CO)C=1C=CC=2N(C1)C=C(N2)NC(=O)C2CC2 N-(6-(2,4-difluoro-6-(hydroxymethyl)phenyl)imidazo[1,2-a]pyridin-2-yl)cyclopropanecarboxamide